rac-{[(4R)-3-(7,8-dihydrofuro[3,2-e][1,3]benzothiazol-2-yl)-2-oxooctahydrocyclopenta[d]imidazole-4-yl](methyl)amino}acetonitrile N1=C(SC2=C1C1=C(C=C2)OCC1)N1C(NC2C1[C@@H](CC2)N(C)CC#N)=O